COC1=C(C=C(C=O)C=C1)OC(C1=CC=CC=C1)(C1=CC=CC=C1)C1=CC=CC=C1 4-methoxy-3-(triphenylmethoxy)benzaldehyde